tert-butyl ((3R)-1-(4-(4-((1-(tert-butyl)-1H-1,2,3-triazole-4-carboxamido)methyl)-2-fluoro-3-methylphenyl)-5-cyanopyridin-3-yl)piperidin-3-yl)(methyl)carbamate C(C)(C)(C)N1N=NC(=C1)C(=O)NCC1=C(C(=C(C=C1)C1=C(C=NC=C1C#N)N1C[C@@H](CCC1)N(C(OC(C)(C)C)=O)C)F)C